(3R)-3-amino-7-(5-tert-butyl-1,3,4-oxadiazol-2-yl)-5-[[6-(cyclopentoxy)-3-pyridyl]methyl]-8-fluoro-1,1-dioxo-2,3-dihydro-1lambda6,5-benzothiazepin-4-one N[C@H]1CS(C2=C(N(C1=O)CC=1C=NC(=CC1)OC1CCCC1)C=C(C(=C2)F)C=2OC(=NN2)C(C)(C)C)(=O)=O